3-[4-amino-5-(trifluoromethyl)pyrrolo[2,1-f][1,2,4]triazin-7-yl]-2-fluoro-N-[(3R,4S)-4-fluoro-1-(2-hydroxy-2-methylpropanoyl)pyrrolidin-3-yl]-6-methylbenzamide NC1=NC=NN2C1=C(C=C2C=2C(=C(C(=O)N[C@@H]1CN(C[C@@H]1F)C(C(C)(C)O)=O)C(=CC2)C)F)C(F)(F)F